1-(methylsulfonyl)-3-(4,4,5,5-tetramethyl-1,3,2-dioxaborolan-2-yl)-2,5-dihydro-1H-pyrrole CS(=O)(=O)N1CC(=CC1)B1OC(C(O1)(C)C)(C)C